(±)-(trans)-3-(4-(4-(((cyclobutyl-(methyl)carbamoyl)oxy)methyl)-3-methylisoxazol-5-yl)phenoxy)cyclohexane-1-carboxylic acid C1(CCC1)N(C(=O)OCC=1C(=NOC1C1=CC=C(O[C@@H]2C[C@H](CCC2)C(=O)O)C=C1)C)C |r|